1-((S)-1-(4-fluorophenyl)-3,4-dihydroisoquinolin-2(1H)-yl)-2-(1-methylpyrrolidin-3-yl)ethane-1,2-dione FC1=CC=C(C=C1)[C@@H]1N(CCC2=CC=CC=C12)C(C(=O)C1CN(CC1)C)=O